4-fluoro-3-(2-(2-hydroxypropan-2-yl)-1-methyl-1H-imidazol-4-yl)-N-(4-methoxybenzyl)-N-methylbenzenesulfonamide FC1=C(C=C(C=C1)S(=O)(=O)N(C)CC1=CC=C(C=C1)OC)C=1N=C(N(C1)C)C(C)(C)O